C(#N)C1=CC(=C(CNC(OC(C)(C)C)=O)C(=C1)C)C tert-butyl (4-cyano-2,6-dimethylbenzyl)carbamate